CN(C(C(C)(C)C)=O)C1=C(C=CC=C1)C(F)(F)F N-methyl-N-(trifluoromethylphenyl)pivalamide